ClC1=C(C=C(C(=C1)Cl)OC(C)C)NN 2,4-dichloro-5-isopropoxyphenylhydrazine